NC1=CC=CC2=CC=CC(=C12)O 4-amino-5-hydroxynaphthalene